COCC=1N(C=2N(C(C(=C(N2)C(F)(F)F)C=2C=NN(C2)CC(C(F)(F)F)(F)F)=O)C1)C 2-(methoxymethyl)-1-methyl-6-[1-(2,2,3,3,3-pentafluoropropyl)-1H-pyrazol-4-yl]-7-(trifluoromethyl)-1H,5H-imidazo[1,2-a]pyrimidin-5-one